COC(CC1=CC(=C(C=C1)O)Br)=O 2-(3-bromo-4-hydroxyphenyl)acetic acid methyl ester